3-(5-([4,1':4',4''-terpiperidin]-1''-yl)-3-methyl-2-oxo-2,3-dihydro-1H-benzo[d]imidazol-1-yl)piperidine-2,6-dione trifluoroacetate FC(C(=O)O)(F)F.N1CCC(CC1)N1CCC(CC1)C1CCN(CC1)C1=CC2=C(N(C(N2C)=O)C2C(NC(CC2)=O)=O)C=C1